2-((2,6-dioxopiperidin-3-yl)amino)pyrimidine-5-carbaldehyde O=C1NC(CCC1NC1=NC=C(C=N1)C=O)=O